OC(CCCCCCCCCCCCCCC(=O)O)CC=CCC=CCCCCCC 16-Hydroxy-octacosa-18,21-dienoic acid